FC1=C(C=CC(=C1)F)[C@@H]1C(CN2N=C(N=C2)C)O1 (2R,3S)-2-(2,4-difluorophenyl)-3-methyl-[(1H-1,2,4-triazol-1-yl)methyl] ethylene oxide